(2-(chloromethyl)-3-fluoroallyl)carbamic acid tert-butyl ester C(C)(C)(C)OC(NCC(=CF)CCl)=O